dicholesteryl carbonate CC(C)CCCC(C)C1CCC2C1(CCC3C2CC=C4C3(CC[C@@H](C4)OC(=O)O[C@@H]5CCC6(C7CCC8(C(C7CC=C6C5)CCC8C(C)CCC(C)C)C)C)C)C